3-(2-bromo-3-chlorophenyl)propionic acid BrC1=C(C=CC=C1Cl)CCC(=O)O